6-(7,8-dimethyl-[1,2,4]triazolo[4,3-b]pyridazin-6-yl)-N-(1-thiazol-2-ylethyl)-7,8-dihydro-5H-1,6-naphthyridine-3-carboxamide CC1=C(C=2N(N=C1N1CC=3C=C(C=NC3CC1)C(=O)NC(C)C=1SC=CN1)C=NN2)C